ClC=1C(=CC=C2C=CC=C(C12)C1=C(C=2C(C=N1)=C(SN2)N2CC(C2)N(C(C=C)=O)C)F)F N-(1-(6-(8-chloro-7-fluoronaphthalen-1-yl)-7-fluoroisothiazolo[4,3-c]pyridin-3-yl)azetidin-3-yl)-N-methylacrylamide